FC1=C(OC2=C(C=CC3=C2NC(=NS3(=O)=O)NCC3=NC=CC=C3F)F)C=CC=C1F 5-(2,3-difluorophenoxy)-6-fluoro-3-(((3-fluoropyridin-2-yl)methyl)amino)-4H-benzo[e][1,2,4]thiadiazine 1,1-dioxide